(5-(1-methylpiperidin-4-yl)pyridin-2-yl)pyrimidine-2-amine CN1CCC(CC1)C=1C=CC(=NC1)C1=NC(=NC=C1)N